[C@H]1(CCC2=CC=CC=C12)NC(=O)C=1SC(=CC1)C=O N-[(1R)-2,3-dihydro-1H-indenyl]-5-formylthiophene-2-carboxamide